C(C)N(S(=O)(=O)NC=1C(=C(C(=O)C2=CNC3=NC=C(C=C32)C=3C=NC(=NC3)N3CCC(CC3)NC(OC(C)(C)C)=O)C(=CC1)F)F)C tert-butyl N-[1-[5-[3-[3-[[ethyl(methyl)sulfamoyl]amino]-2,6-difluoro-benzoyl]-1H-pyrrolo[2,3-b]pyridin-5-yl]pyrimidin-2-yl]-4-piperidyl]carbamate